2-(Hydroxymethoxy)ethanol OCOCCO